2-({[(9H-fluoren-9-yl)methoxy]carbonyl}[2-(1-methyl-1H-indol-7-yl)ethyl]amino)acetic acid C1=CC=CC=2C3=CC=CC=C3C(C12)COC(=O)N(CC(=O)O)CCC=1C=CC=C2C=CN(C12)C